ClC=1C=NN2C1N=C(C=C2NCC2=CC=C(C=C2)C2=NC=CC=C2)NC[C@@H]2[C@H](CNCC2)O (3R,4R)-4-(((3-chloro-7-((4-(pyridin-2-yl)benzyl)amino)pyrazolo[1,5-a]pyrimidin-5-yl)amino)methyl)piperidin-3-ol